BrC1=C(C=2N(C3=CC=C(C=C3C2C=C1)Cl)S(=O)(=O)C1=CC=C(C)C=C1)CCNC(OC(C)(C)C)=O tert-Butyl (2-(2-bromo-6-chloro-9-tosyl-9H-carbazol-1-yl)ethyl)carbamate